ethyl 4-cyclopropyl-1-(2,6-difluorophenyl)-1H-pyrazole-5-carboxylate C1(CC1)C=1C=NN(C1C(=O)OCC)C1=C(C=CC=C1F)F